(2S,5S)-2,5-dimethyl-4-oxopiperidine-1-carboxylic acid tert-butyl ester C(C)(C)(C)OC(=O)N1[C@H](CC([C@H](C1)C)=O)C